aminothioxoacetate NC(C(=O)[O-])=S